O1CCN(CC1)CCOC1=C(/C=C/C=2C=C(C(=O)OC)C=CC2)C=CC=C1 Methyl (E)-3-(2-(2-morpholinoethoxy)styryl)benzoate